oxathiazolidinecarboxylate O1SN(CC1)C(=O)[O-]